CC(C(=O)O)(CC1=CC(=CC=C1)C(CN[C@@H]([C@H]1CNC2=C(N1)N=CC=C2)C2=CC=CC=C2)C)C 2,2-dimethyl-3-[3-(1-{[(R)-phenyl((3R)-1H,2H,3H,4H-pyrido[2,3-b]pyrazin-3-yl)methyl]amino}propan-2-yl)phenyl]propanoic acid